BrC=1N=CN(C1)C1COCC1 4-bromo-1-(tetrahydrofuran-3-yl)-1H-imidazole